N-(3-((4,4-difluoropiperidin-1-yl)sulfonyl)phenyl)-2-(3,3-dimethyl-1,3-azasilolidin-1-yl)nicotinamide FC1(CCN(CC1)S(=O)(=O)C=1C=C(C=CC1)NC(C1=C(N=CC=C1)N1C[Si](CC1)(C)C)=O)F